N-[[4-(1-methylimidazol-2-yl)-2,5-dioxo-imidazolidin-4-yl]methyl]-5-(1H-pyrazol-3-yl)thiophene-2-carboxamide CN1C(=NC=C1)C1(NC(NC1=O)=O)CNC(=O)C=1SC(=CC1)C1=NNC=C1